4-amino-bicyclo[2.2.2]Octane-1-ol hydrochloride Cl.NC12CCC(CC1)(CC2)O